thieno[2,3-d]thiazol-2-amine S1C(=NC2=C1C=CS2)N